C(C)(C)(C)OC(NC=1C(N(C=CC1)[C@H](C(N[C@H](C=O)C[C@H]1C(NCC1)=O)=O)CC1CCCCC1)=O)=O Tert-butyl(1-((S)-3-cyclohexyl-1-oxo-1-(((S)-1-oxo-3-((S)-2-oxopyrrolidin-3-yl)propan-2-yl)amino)propan-2-yl)-2-oxo-1,2-dihydropyridin-3-yl)carbamate